C[C@@H]1N(CC1)C=1N=C(C2=C(N1)CCC2)C2=NC=CC=C2 (S)-2-(2-methylazetidin-1-yl)-4-(pyridin-2-yl)-6,7-dihydro-5H-cyclopenta[d]pyrimidine